1,8-diazabicycloundecane-7-ene N1(CCCCCC=NCCC1)C1CCCCCCCCCC1